C(C)(C)(C)OC([C@@H](CCC(C)I)NC(=O)OC(C)(C)C)=O.BrC1=CC(=C2CCN(CC2=C1)C(C)=O)C(F)(F)F (7-Bromo-5-(trifluoromethyl)-3,4-dihydroisoquinolin-2(1H)-yl)ethan-1-one tert-butyl-(2R)-2-((tert-butoxycarbonyl)amino)-5-iodohexanoate